FC(C1=NN(C=C1NC(=O)C=1N=C(OC1)C1=CC(=NC=C1)NCC(F)(F)F)C1CCN(CC1)CC1=CC(=CC=C1)C1C(NC(CC1)=O)=O)F N-(3-(difluoromethyl)-1-(1-(3-(2,6-dioxopiperidin-3-yl)benzyl)piperidin-4-yl)-1H-pyrazol-4-yl)-2-(2-((2,2,2-trifluoroethyl)amino)pyridin-4-yl)oxazole-4-carboxamide